NCC(CC1=C(C=C(C=C1)Cl)Cl)NC(=O)C1=CN=C(S1)C1=NC(=NC=C1)NC N-[1-amino-3-(2,4-dichlorophenyl)propan-2-yl]-2-[2-(methylamino)pyrimidin-4-yl]-1,3-thiazole-5-carboxamide